[2-(4-benzyloxy-2-ethyl-5-methyl-pyrazol-3-yl)oxazol-5-yl]methanamine C(C1=CC=CC=C1)OC1=C(N(N=C1C)CC)C=1OC(=CN1)CN